C1(CC1)C=1C=C(C(=NC1)C(=O)NC)NC(=O)N1C[C@](CC1)(C1=NC=NS1)C1=CC(=C(C=C1)C)F |o1:18| (R or S)-5-cyclopropyl-3-(3-(3-fluoro-4-methylphenyl)-3-(1,2,4-thiadiazol-5-yl)pyrrolidine-1-carboxamido)-N-methylpicolinamide